8-(1-methyl-1H-pyrazol-4-yl)-[1,2,4]triazolo[1,5-a]pyrazin-2-amine CN1N=CC(=C1)C=1C=2N(C=CN1)N=C(N2)N